Dodecyl ((4-nitrophenoxy)(phenoxy)phosphoryl)-L-alaninate [N+](=O)([O-])C1=CC=C(OP(=O)(OC2=CC=CC=C2)N[C@@H](C)C(=O)OCCCCCCCCCCCC)C=C1